[K+].C(C(=C)C)(=O)[O-] methacrylic acid, potassium salt